1-(((S)-2-oxopyrrolidin-3-yl) methyl) hydrazine-1-carboxylate N(N)C(=O)OC[C@H]1C(NCC1)=O